Cl.N[C@@H]1CCC(C(=C1)O)(C)C (1R,5R)-5-amino-2,2-dimethylcyclohexenol hydrochloride